6-(trifluoromethyl)pyridine-2-Formamide Tert-butyl-3-(2,5-dioxo-4-(pyridin-2-yl)imidazolidin-4-yl)propanoate C(C)(C)(C)OC(CCC1(NC(NC1=O)=O)C1=NC=CC=C1)=O.FC(C1=CC=CC(=N1)C(=O)N)(F)F